5-(2-(4-(4-(3-((2-chlorothien-3-yl)ethynyl)phenyl)-3-hydroxybutyl)-2-oxo-1,3,4-thiadiazin-3-yl)ethyl)thiophene-2-carboxylic acid ClC=1SC=CC1C#CC=1C=C(C=CC1)CC(CCN1N(C(SC=C1)=O)CCC1=CC=C(S1)C(=O)O)O